methyl 6-({6-[(3-bromo-4-cyano-1-{[2-(trimethylsilyl)ethoxy]methyl}-1H-pyrazol-5-yl)amino]pyridin-3-yl}oxy)hexanoate BrC1=NN(C(=C1C#N)NC1=CC=C(C=N1)OCCCCCC(=O)OC)COCC[Si](C)(C)C